NC1=NC=NC=2N(C3=CC=C(C=C3C21)C(F)(F)F)CC(=O)N2[C@@H](C[C@H](C2)CN)C(=O)NC2=NC(=CC=C2)Br (2S,4S)-1-(2-(4-amino-6-(trifluoromethyl)-9H-pyrimido[4,5-b]indol-9-yl)acetyl)-4-(aminomethyl)-N-(6-bromopyridin-2-yl)pyrrolidine-2-carboxamide